C1=C(C=CC=2CCCCC12)S(=O)(=O)Cl 5,6,7,8-tetrahydronaphthalene-2-sulfonyl chloride